C(C)(C)N(C(OCC=1N=CC2=C(N1)N(C(CC2)=O)C=2C=NC(=CC2)N2CCOCC2)=N)CC(F)(F)F 1-isopropyl-2-[[8-(6-morpholino-3-pyridyl)-7-oxo-5,6-dihydropyrido[2,3-d]pyrimidin-2-yl]methyl]-1-(2,2,2-trifluoroethyl)isourea